1-chloropropyl chloroformate ClC(=O)OC(CC)Cl